C(C)(C)(C)OC(=O)N1C(COCC1)C1=C(C=CC(=C1)Cl)C=O 3-(5-Chloro-2-formylphenyl)morpholine-4-carboxylic acid tert-butyl ester